C1(CCCC1)N(CC(=O)NC=1C=NC(=C(C1)NC1=NN(C2=NC(=NC=C21)NC=2C=NN(C2)C)C)C)CCO 2-(cyclopentyl(2-hydroxyethyl)amino)-N-(6-methyl-5-((1-methyl-6-((1-methyl-1H-pyrazol-4-yl)amino)-1H-pyrazolo[3,4-d]pyrimidin-3-yl)amino)pyridin-3-yl)acetamide